6-chloro-5-(cyclopropylmethyl)-1-(tetrahydro-2H-pyran-2-yl)-1,5-dihydro-4H-pyrazolo[3,4-d]pyrimidin-4-one ClC=1N(C(C2=C(N1)N(N=C2)C2OCCCC2)=O)CC2CC2